3-(1,2-dimethyl-3-indolyl)phthalide CN1C(=C(C2=CC=CC=C12)C1OC(=O)C2=CC=CC=C12)C